(2S)-2-amino-4-[6-(trifluoro-methyl)-3-pyridyl]butanoic acid N[C@H](C(=O)O)CCC=1C=NC(=CC1)C(F)(F)F